phenyl-(2-thienyl)phosphine lithium [Li].C1(=CC=CC=C1)PC=1SC=CC1